3-(3-((4-chloro-3-fluorobenzyl)oxy)-4-(ethylsulfonamido)phenyl)-5-(pyrazin-2-ylamino)-1H-pyrazole-4-carboxamide ClC1=C(C=C(COC=2C=C(C=CC2NS(=O)(=O)CC)C2=NNC(=C2C(=O)N)NC2=NC=CN=C2)C=C1)F